Potassium ((4'-((2-(2-hydroxypropan-2-yl)-1H-imidazol-1-yl)methyl)-5-isobutyl-[1,1'-biphenyl]-2-yl)sulfonyl)(methoxycarbonyl)amide OC(C)(C)C=1N(C=CN1)CC1=CC=C(C=C1)C1=C(C=CC(=C1)CC(C)C)S(=O)(=O)[N-]C(=O)OC.[K+]